(S)-(2,4-difluorophenyl)(4-prolylpiperazin-1-yl)methanone hydrochloride Cl.FC1=C(C=CC(=C1)F)C(=O)N1CCN(CC1)C([C@H]1NCCC1)=O